1-(4-(3-(6-((4,4-dimethyl-pyrrolidin-3-yl)amino)-pyridin-2-yl)-imidazo[1,2-a]pyridin-6-yl)-1H-pyrazol-1-yl)-2-methyl-propan-2-ol CC1(C(CNC1)NC1=CC=CC(=N1)C1=CN=C2N1C=C(C=C2)C=2C=NN(C2)CC(C)(O)C)C